2-(3,4-dichlorophenyl)-3-(pyridin-4-yl)-4,5,6,7-tetrahydropyrazolo[1,5-a]pyrazine ClC=1C=C(C=CC1Cl)C1=NN2C(CNCC2)=C1C1=CC=NC=C1